CC1CC=C(CC1)C(C)C 4-methyl-1-(1-methylethyl)cyclohexene